1-(2,2-dimethyl-4-(2-(pyrrolidin-1-yl)-4-(trifluoromethyl)benzyl)piperazine-1-carbonyl)-1H-1,2,4-triazole-3-carbonitrile CC1(N(CCN(C1)CC1=C(C=C(C=C1)C(F)(F)F)N1CCCC1)C(=O)N1N=C(N=C1)C#N)C